C(C)OC(=O)C1=CN(C2=CC(=C(C=C2C1=O)Cl)N1[C@@H](C[C@@H](C1)F)COC1=NC=CC=C1Cl)C1=NC=CN=C1 6-chloro-7-[(2s,4s)-2-{[(3-chloropyridin-2-yl)oxy]methyl}-4-fluoropyrrolidin-1-yl]-4-oxo-1-(pyrazin-2-yl)-1,4-dihydroquinoline-3-carboxylic acid ethyl ester